NC=1C2=C(N=CN1)N(C(=C2C2=CC(=C(C=C2)Cl)O)C#CC2CN(C2)[C@H]2[C@H](CN(CC2)C(C=C)=O)O)C 1-((3S,4R)-4-(3-((4-amino-5-(4-chloro-3-hydroxyphenyl)-7-methyl-7H-pyrrolo[2,3-d]pyrimidin-6-yl)ethynyl)azetidin-1-yl)-3-hydroxypiperidin-1-yl)prop-2-en-1-one